C(C)OP1(OC(=C(CC1)[Se]C1=CC=CC=C1)C1=CC=CC=C1)=O 2-Ethoxy-6-phenyl-5-(phenylselanyl)-3,4-dihydro-1,2-oxaphosphinine 2-oxide